C1N(CCC2=CC=CC=C12)C[C@H](CN1C[C@H](OC2=C(C1=O)C=CC(=C2)OC2CCN(CC2)C)C)O (2R)-4-[(2R)-3-(3,4-dihydro-1H-isoquinolin-2-yl)-2-hydroxypropyl]-2-methyl-8-[(1-methyl-4-piperidyl)oxy]-2,3-dihydro-1,4-benzoxazepine-5-one